ClC1=C(C=C(C2=C3N(N=C12)CCN([C@@H]3C)C(=O)C3=NC=C(C=N3)OC)C3=NN(C=C3)C)Cl (R)-(7,8-dichloro-1-methyl-10-(1-methyl-1H-pyrazol-3-yl)-3,4-dihydropyrazino[1,2-b]indazol-2(1H)-yl)(5-methoxypyrimidin-2-yl)methanone